4-Chloro-2-(morpholin-4-yl)pyrimidine ClC1=NC(=NC=C1)N1CCOCC1